[(3aR,4R,6R,6aS)-6-{4-chloropyrrolo[2,3-d]pyrimidin-7-yl}-2,2-dimethyl-tetrahydro-3aH-cyclopenta[d][1,3]dioxol-4-yl]methanol ClC=1C2=C(N=CN1)N(C=C2)[C@@H]2C[C@@H]([C@@H]1[C@H]2OC(O1)(C)C)CO